C(C)(=O)C=1C(=CC(=NC1)Cl)OC=1N=CC=2CCC3=C(C2C1F)NC1=C3C(NC[C@@H]1C)=O (S)-2-((5-acetyl-2-chloropyridin-4-yl)oxy)-1-fluoro-10-methyl-5,6,8,9,10,11-hexahydro-7H-pyrido[3',4':4,5]pyrrolo[2,3-f]isoquinolin-7-one